4-[2-(2-aminopyridin-3-yl)-5-phenylimidazo[4,5-b]pyridin-3-yl]benzoic acid NC1=NC=CC=C1C1=NC=2C(=NC(=CC2)C2=CC=CC=C2)N1C1=CC=C(C(=O)O)C=C1